FC1=NC=C(C=C1)C=O 2-FLUORO-5-FORMYLPYRIDINE